acetophenone diethylketal C(C)OC(C)(C1=CC=CC=C1)OCC